5-(2-fluoro-2-methylpropyloxy)-1-(hydroxymethyl)-4-oxo-3,4-dihydropyridin FC(COC=1C(CCN(C1)CO)=O)(C)C